5-[2-(2,6-Difluoro-phenyl)-5-(4-fluoro-phenyl)-3H-imidazol-4-yl]-3-(1(R),2,2-trimethyl-propyl)-3H-imidazo[4,5-b]pyridin-2-ylamine methanesulfonate CS(=O)(=O)O.FC1=C(C(=CC=C1)F)C1=NC(=C(N1)C1=CC=C2C(=N1)N(C(=N2)N)[C@@H](C(C)(C)C)C)C2=CC=C(C=C2)F